N=C(CC)C1=C(C(N)=S)C=CC(=C1[N+](=O)[O-])C (1-Iminopropyl)-4-methyl-3-nitrobenzothioamide